C(CS)(=O)OCCCC butyl thioglycolate